1,3-dipropylpiperidinium acetate C(C)(=O)[O-].C(CC)[NH+]1CC(CCC1)CCC